OCCC=1C(=C(C(=O)[O-])C=CC1C(=O)[O-])CCOCCO 2-hydroxyethyl[2-(2-hydroxyethoxy)ethyl]terephthalate